C(\C(\C)=C/C(=O)[O-])(=O)[O-].[Au+3].C(\C(\C)=C/C(=O)[O-])(=O)[O-].C(\C(\C)=C/C(=O)[O-])(=O)[O-].[Au+3] gold(III) citraconate